trans-Diiodo(N-cyclohexylamine) IN(C1CCCCC1)I